C12C(CC(CC1)O2)C#N 7-oxabicyclo[2.2.1]heptane-2-carbonitrile